NC1=C2C(=NC=N1)N(N=C2C2=CC1=CC=C(C=C1C=C2)OCC)C(C)C=2OC1=CC=CC=C1C(C2C2=CC(=CC=C2)F)=O 2-(1-(4-amino-3-(6-ethoxynaphthalen-2-yl)-1H-pyrazolo[3,4-d]pyrimidin-1-yl)ethyl)-3-(3-fluorophenyl)-4H-chromen-4-one